C(=O)(O)CCSCCC(=O)O bis-[2-carboxyethyl] sulfide